9-benzyl-9-azabicyclo[4.2.1]nonan-2-ol C(C1=CC=CC=C1)N1C2C(CCCC1CC2)O